ClC=1N=C(C=2N(C(C(=C(N2)C)C)=O)C1)C1=C(C=C(C=C1)Cl)F 7-chloro-9-(4-chloro-2-fluorophenyl)-2,3-dimethyl-4H-pyrazino[1,2-a]pyrimidin-4-one